COC(=O)C1=CC(=NC=C1)NC([C@@H](C)OC1=CC=C2C(=CC(OC2=C1)=O)C1=C(C=C(C=C1)F)Cl)=O 2-[[(2R)-2-[4-(2-chloro-4-fluoro-phenyl)-2-oxo-chromen-7-yl]oxypropionyl]amino]pyridine-4-carboxylic acid methyl ester